C(C)C1=[N+](C=C(C=C1)OC)[O-] 2-ethyl-5-methoxypyridine 1-oxide